BrC1=CN2C3=C(NC(C3=C1)=O)C=N2 6-bromo-2,4,4a-triazacyclopenta[cd]inden-1(2H)-one